(S)-7-(3,4-dichlorobenzoyl)-2-(isopropylamino)-5-methyl-3-(4-(methylsulfonyl)-phenyl)-5,6,7,8-tetrahydropyrido[3,4-d]pyrimidin-4(3H)-one ClC=1C=C(C(=O)N2CC=3N=C(N(C(C3[C@@H](C2)C)=O)C2=CC=C(C=C2)S(=O)(=O)C)NC(C)C)C=CC1Cl